N-(1-(5-(3-cyano-6-(2-hydroxy-2-methylpropoxy)pyrazolo[1,5-a]pyridin-4-yl)pyridin-2-yl)-4-methylpiperidin-4-yl)isobutyramide C(#N)C=1C=NN2C1C(=CC(=C2)OCC(C)(C)O)C=2C=CC(=NC2)N2CCC(CC2)(C)NC(C(C)C)=O